N1C(C(C2=CC3=C(C=C12)OC1=C3C=CC=C1)=O)=O benzofuro[3,2-f]indole-2,3-dione